C([O-])([O-])=O.[Cu+2].[Ca+2].[Ba+2].C([O-])([O-])=O.C([O-])([O-])=O barium calcium copper carbonate